4-(acetamido)phenylimidazoledisulfonyl difluoride C(C)(=O)NC1=CC=C(C=C1)C1=C(N=C(N1)S(=O)(=O)F)S(=O)(=O)F